CN(C(C(=O)C1=CC=C(C=C1)N1CCOCC1)(CC)CC1=CC=C(C=C1)C)C 2-(dimethylamino)-2-(4-methyl-Benzyl)-1-(4-morpholin-4-yl-phenyl)-butan-1-one